3-methyl-N-{2-[(2R)-1-methylpyrrolidin-2-yl]imidazo[1,2-a]pyrazin-6-yl}-1-[8-(oxan-2-yloxy)octyl]indazole-6-carboxamide CC1=NN(C2=CC(=CC=C12)C(=O)NC=1N=CC=2N(C1)C=C(N2)[C@@H]2N(CCC2)C)CCCCCCCCOC2OCCCC2